BrC1=C(C=CC=C1)N1C(SC=C1)=N 3-(2-bromophenyl)thiazol-2(3H)-imine